2-((4-((S)-3-(4-chloro-2-methoxyphenyl)-2,3-dihydrobenzo[b][1,4]dioxin-5-yl)piperidin-1-yl)methyl)-1-(((S)-oxetan-2-yl)methyl)-1H-benzo[d]imidazole-6-carboxylic acid methyl ester COC(=O)C=1C=CC2=C(N(C(=N2)CN2CCC(CC2)C2=CC=CC=3OC[C@@H](OC32)C3=C(C=C(C=C3)Cl)OC)C[C@H]3OCC3)C1